C(C)(C)(C)OC(=O)N1CC(C=2C=NC(=CC21)Cl)(C)C 6-chloro-3,3-dimethyl-2,3-dihydro-1H-pyrrolo[3,2-c]pyridine-1-carboxylic acid tertbutyl ester